3-(5-(1,1-difluoroethyl)pyridin-3-yl)-1-methyl-1-(2-(1-methyl-1H-imidazo[1,2-b]pyrazole-7-carbonyl)-2-azaspiro[3.3]heptan-6-yl)urea FC(C)(F)C=1C=C(C=NC1)NC(N(C1CC2(CN(C2)C(=O)C2=C3N(N=C2)C=CN3C)C1)C)=O